ClC=1C=C(/C=C/B2OC(C(O2)(C)C)(C)C)C=CC1 (E)-2-(3-chlorostyryl)-4,4,5,5-tetramethyl-1,3,2-dioxaborolane